ClC1=C2C(=NC=C1OC=1C=NN3C1C=NC(=C3)OCCOC)N=C(N2C)NC=2C(N(C=C(C2)C2CC2)C)=O 3-((7-chloro-6-((6-(2-methoxyethoxy)pyrazolo[1,5-a]pyrazin-3-yl)oxy)-1-methyl-1H-imidazo[4,5-b]pyridin-2-yl)amino)-5-cyclopropyl-1-methylpyridin-2(1H)-one